7-morpholino-3,4-dihydronaphthalen-1-yl diethylaminoformate C(C)N(CC)C(=O)OC1=CCCC2=CC=C(C=C12)N1CCOCC1